CC1=CC=CC(=N1)C=1N=C2N(CC(N2)CN)C1C1=CC=2C=NC=CC2S1 (6-(6-methylpyridin-2-yl)-5-(thieno[3,2-c]pyridin-2-yl)-2,3-dihydro-1H-imidazo[1,2-a]imidazol-2-yl)methanamine